2-amino-1,3-butanediol NC(CO)C(C)O